C(C)N(CC)CCC[Si](OC)(OC)OC gamma-(N,N-diethyl)aminopropyl-trimethoxysilane